C1(CCC1)CN1C(C(C(C2=CC(=CC=C12)C=1N=NN(C1)CC1=C(C=C(C=C1)C(F)(F)F)F)=O)O)=O 1-cyclobutylmethyl-6-(1-(2-fluoro-4-(trifluoromethyl)benzyl)-1H-1,2,3-triazol-4-yl)-3-hydroxyquinoline-2,4(1H,3H)-dione